COC(=O)C1=NN(C2=C1N(C=1C2=NC=C(C1)Br)C(CCC(F)(F)F)C1=NC=CC=C1C)C 6-bromo-1-methyl-4-(4,4,4-trifluoro-1-(3-methylpyridin-2-yl)butyl)-1,4-dihydropyrazolo[3',4':4,5]Pyrrolo[3,2-b]Pyridine-3-carboxylic acid methyl ester